7-O-isopentenyl-3'-O-methyldiosmetin C(CC(=C)C)OC=1C=C(C=2C(C=C(OC2C1)C1=CC(OC)=C(OC)C=C1)=O)O